NCC=1C=C(C=CC1)C=1C=C(C2=C(C(=CO2)COC2=C(C=CC=C2)CC(=O)O)C1)C=1C=NN(C1)CC 2-(2-((5-(3-(aminomethyl)phenyl)-7-(1-ethyl-1H-pyrazol-4-yl)benzofuran-3-yl)methoxy)phenyl)acetic acid